CN(C1=CC(=C2C(=N1)C=C(S2)C2=CC=NN2)NCC(CO)(C)C)C (4s)-3-(5-(dimethylamino)-2-(1H-pyrazol-5-yl)thieno[3,2-b]pyridin-7-ylamino)-2,2-dimethyl-1-propanol